5-(benzyloxy)-6-methoxybenzo[b]selenophene-2-carboxylic acid ethyl ester C(C)OC(=O)C1=CC2=C([Se]1)C=C(C(=C2)OCC2=CC=CC=C2)OC